NC1=CC=C(C=C1)C1=NNC2=NC=NC(=C21)N 3-(4-aminophenyl)-1H-pyrazolo[3,4-d]pyrimidin-4-amine